piperidyl-propyl mercaptan N1(CCCCC1)CCCS